1,4,7-Triazonan N1CCNCCNCC1